(R/S)-(3-(4-(2-amino-6-isopropylpyrimidin-4-yl)piperazin-2-yl)-4-bromophenyl)(4-methylpiperazin-1-yl)methanone NC1=NC(=CC(=N1)N1C[C@H](NCC1)C=1C=C(C=CC1Br)C(=O)N1CCN(CC1)C)C(C)C |r|